CC1=C(C(NC(=C1)C)=O)CNC(=O)C=1C=C(C=C(C1C)N(C1CCOCC1)CC)C1=CC=C(C=C1)CN1CC(C1)O N-((4,6-dimethyl-2-oxo-1,2-dihydropyridin-3-yl)methyl)-5-(ethyl-(tetrahydro-2H-pyran-4-yl)amino)-4'-((3-hydroxyazetidine-1-yl)methyl)-4-methyl-[1,1'-biphenyl]-3-carboxamide